C(#N)C1=CC(=C(CNC(=O)C2CCN(CC2)CC2=CC=C(C=C2)F)C=C1)OC(F)(F)F N-(4-cyano-2-(trifluoromethoxy)benzyl)-1-(4-fluorobenzyl)piperidine-4-carboxamide